3,5-bis(3,4-bis(difluoromethoxy)benzylidene)tetrahydrothiopyran-4-one FC(OC=1C=C(C=C2CSCC(C2=O)=CC2=CC(=C(C=C2)OC(F)F)OC(F)F)C=CC1OC(F)F)F